(S)-2-(tert-butoxycarbonyl(methyl)amino)-3-(pyridin-3-yl)propanoic acid C(C)(C)(C)OC(=O)N([C@H](C(=O)O)CC=1C=NC=CC1)C